2-[(2,6-dioxo-3-{[2-(trimethylsilyl)ethoxy]methyl}-1H-pyrimidin-4-yl)methyl]isoindole-1,3-dione O=C1NC(C=C(N1COCC[Si](C)(C)C)CN1C(C2=CC=CC=C2C1=O)=O)=O